4-(1H-tetrazol-5-yl)-2-(5-(trifluoromethyl)-2,3-dihydrobenzofuran-2-yl)pyridine N1N=NN=C1C1=CC(=NC=C1)C1OC2=C(C1)C=C(C=C2)C(F)(F)F